(2R)-2-amino-3-(2,4-dichlorophenyl)propan-1-ol N[C@@H](CO)CC1=C(C=C(C=C1)Cl)Cl